molybdenum (VI) sulfate S(=O)(=O)([O-])[O-].[Mo+6].S(=O)(=O)([O-])[O-].S(=O)(=O)([O-])[O-]